3-methacryloxypropylmethyl-diethoxysilane C(C(=C)C)(=O)OCCC[Si](OCC)(OCC)C